(3-(Trifluoromethyl)piperidin-3-yl)carbamic acid tert-butyl ester C(C)(C)(C)OC(NC1(CNCCC1)C(F)(F)F)=O